C(#N)\C(=C/C1=CC=C(C=C1)C)\C1=CC=C(C=C1)C(CN)(C)C (Z)-2-(4-(1-cyano-2-(4-methylphenyl)vinyl)phenyl)-N-isobutylamine